octyl 2-[4-[4,6-bis(4-phenylphenyl)-1,3,5-tri-azin-2-yl]-3-hydroxy-phenoxy]propanoate C1(=CC=CC=C1)C1=CC=C(C=C1)C1=NC(=NC(=N1)C1=CC=C(C=C1)C1=CC=CC=C1)C1=C(C=C(OC(C(=O)OCCCCCCCC)C)C=C1)O